CC1=C(C=C(C=C1)N1CCN(CC1)C(=O)OC(C)(C)C)NC(C(C)N1C=C(C2=CC(=CC=C12)N1N=NC=C1)C)=O tert-butyl 4-[4-methyl-3-[2-[3-methyl-5-(triazol-1-yl)indol-1-yl]propanoylamino]phenyl]piperazine-1-carboxylate